O[C@H](CN1C[C@H]([C@@H](C1)C)COC1=CC=C(C=C1)S(=O)(=O)C)C=1C=C(C=C(C1)C#N)C#N 5-[(1S)-1-hydroxy-2-[(3S,4S)-3-[(4-methanesulfonylphenoxy)methyl]-4-methylpyrrolidin-1-yl]ethyl]benzene-1,3-dicarbonitrile